C1OCC12CCN(CC2)CCCOC2=CC=C(C=N2)C2=C(C=C1N=CC=3N(CN4C5(COC2=C1C34)CCC5)C)F 7'-(6-(3-(2-oxa-7-azaspiro[3.5]nonan-7-yl)propoxy)pyridin-3-yl)-6'-fluoro-2'-methyl-9'H-8'-oxa-2',4',10a'-triazaspiro[cyclobutane-1,10'-naphtho[2,1,8-cde]azulen]